C1CCN2CCCC12C=CC(=O)O 3-(tetrahydro-1H-pyrrolizin-7a(5H)-yl)acrylic acid